2-(((tert-butoxycarbonyl)amino)oxy)acetic acid C(C)(C)(C)OC(=O)NOCC(=O)O